C(C1=CC=CC=C1)OC(=O)N[C@H]1CCCN(C1)C(=O)OC(C)(C)C (3R,5S)-5-(((benzyloxy)carbonyl)amino)-1-(tert-butoxycarbonyl)-piperidine